9-(but-3-en-1-yl)anthracenone C(CC=C)C=1C2=CC=CC=C2C=C2C=CCC(C12)=O